(1R,2R,3S,4R,5S)-N-(2-cyano-5-(trifluoromethyl)phenyl)-5-hydroxy-3-(2-methoxypyridin-4-yl)-7-oxabicyclo[2.2.1]heptane-2-carboxamide C(#N)C1=C(C=C(C=C1)C(F)(F)F)NC(=O)[C@H]1[C@H]2C[C@@H]([C@@H]([C@@H]1C1=CC(=NC=C1)OC)O2)O